COC1=CC=C(CN2C3=C(C=C(CC2=O)C=2OC(=CN2)C)C=CC(=C3)C=3C=NC=NC3)C=C1 1-(4-methoxybenzyl)-4-(5-methyloxazol-2-yl)-8-(pyrimidin-5-yl)-1,3-dihydro-2H-benzo[b]azepin-2-one